ethoxytertiary butyl-dimethyl-silane C(C)O[Si](C)(C)C(C)(C)C